ClC1=CNC=2N=C(N=C(C21)NC)NC2=CC=C(C=1CCOC12)C(=O)N1CCOCC1 (7-((5-chloro-4-(methylamino)-7H-pyrrolo[2,3-d]pyrimidin-2-yl)amino)-2,3-dihydrobenzofuran-4-yl)(morpholino)methanone